N[C@@H]1C[C@H](N(C1)C(=O)C=1N=C2N(C=C(C=C2)Cl)C1)C=1SC=C(N1)C(=O)N[C@@H](CCCCNC(N)=N)C(=O)O N2-(2-((2S,4R)-4-Amino-1-(6-chloroimidazo[1,2-a]pyridin-2-carbonyl)pyrrolidin-2-yl)thiazol-4-carbonyl)-N6-carbamimidoyl-L-lysin